C(CCCCCCC)(=O)OCCC1=CC=C(C=C1)OCC1=CC=CC=C1 4-benzyloxyphenylethyl caprylate